(4-((4-ethoxyphenyl)amino)-7-methyl-7H-pyrrolo[2,3-d]pyrimidin-6-yl)diphenylphosphine oxide C(C)OC1=CC=C(C=C1)NC=1C2=C(N=CN1)N(C(=C2)P(C2=CC=CC=C2)(C2=CC=CC=C2)=O)C